5-(7,8-dimethyl-[1,2,4]triazolo[1,5-a]pyridin-6-yl)-4-isopropyl-6H-thieno[2,3-b]pyrrole-2-carboxylic acid CC1=C(C=2N(C=C1C1=C(C3=C(N1)SC(=C3)C(=O)O)C(C)C)N=CN2)C